tert-butyl 3-methyl-6-(3-(N-methylsulfamoyl)phenyl)-3,4-dihydropyridine-1(2H)-carboxylate CC1CN(C(=CC1)C1=CC(=CC=C1)S(NC)(=O)=O)C(=O)OC(C)(C)C